2-methyl-2,5,6,7,8,9-hexahydro-1H-pyrido[3,4-b]indol CN1CC=2NC=3CCCCC3C2C=C1